C1C\C=C\CCCCCCCCCCCCCCCCC(=O)OC1=O trans-3-eicosene-1,20-dicarboxylic anhydride